COC1=CC=C(OCCC(C=2OC=CC2)N(C)C)C=C1 3-(4-methoxyphenoxy)-1-(furan-2-yl)-N,N-dimethylpropylamine